ClC=1C(=NC=CC1)C(CNC1=NC=C(C=N1)C=1C=C(C(=O)N)C=CC1F)(C)C 3-(2-{[2-(3-chloro(2-pyridyl))-2-methylpropyl]amino}pyrimidin-5-yl)-4-fluorobenzamide